ClC1=CC=C(C=C1)C1=CC(=NC(=N1)C=1C=NC=CC1)N1CCC(CC1)N1CCOCC1 4-(1-(6-(4-chlorophenyl)-2-(pyridin-3-yl)pyrimidin-4-yl)piperidin-4-yl)morpholine